1-cyclopropyl-N,N-bis(4-methoxybenzyl)-1H-pyrazole-3-sulfonamide C1(CC1)N1N=C(C=C1)S(=O)(=O)N(CC1=CC=C(C=C1)OC)CC1=CC=C(C=C1)OC